(1R,3S,5R)-2-(2-(3-acetyl-5-(2-methylpyrimidin-5-yl)-1H-indazol-1-yl)acetyl)-N-(6-bromopyridin-2-yl)-2-azabicyclo[3.1.0]hexane-3-carboxamide C(C)(=O)C1=NN(C2=CC=C(C=C12)C=1C=NC(=NC1)C)CC(=O)N1[C@@H]2C[C@@H]2C[C@H]1C(=O)NC1=NC(=CC=C1)Br